ClC=1C=C(C=CC1)C(CO)NC(=O)C1=CN(C=C1)C1=NC(=NC=C1C)NC1CCCCC1 N-(1-(3-chlorophenyl)-2-hydroxy-ethyl)-1-(2-(cyclohexyl-amino)-5-methyl-pyrimidin-4-yl)-1H-pyrrole-3-carboxamide